C(O)(=O)OC(CCCCCC1=NCC=C(C1CC1=CC=CC=C1)CO[C@@H]([C@@H]1N=C([C@H](N=C1OCC)C(C)C)OCC)C=1SC=C(N1)Br)O benzyl-4-(((S)-(4-bromothiazol-2-yl)((2S,5R)-3,6-diethoxy-5-isopropyl-2,5-dihydropyrazin-2-yl)methoxy)methyl)-3,6-dihydropyridineHexanediol Carbonate